4-[(3,5-bistrifluoromethyl-benzyl)-carbomethoxy-amino]-2-ethyl-6-trifluoromethyl-3,4-dihydro-2H-quinoline-1-carboxylic acid ethyl ester C(C)OC(=O)N1C(CC(C2=CC(=CC=C12)C(F)(F)F)N(C(=O)OC)CC1=CC(=CC(=C1)C(F)(F)F)C(F)(F)F)CC